C(C)(C)(C)OC(=O)N1C[C@@H](CCC1)C1=CC=C2C(=N1)SC(=C2)C(NC=2C=C(C=1N(C2)C=C(N1)C)F)=O (3R)-3-[2-[(8-fluoro-2-methyl-imidazo[1,2-a]pyridin-6-yl)carbamoyl]thieno[2,3-b]pyridin-6-yl]piperidine-1-carboxylic acid tert-butyl ester